3-aminobenzenethiol NC=1C=C(C=CC1)S